ClC1=NC(=C(C(=N1)OCC(=O)OC)[N+](=O)[O-])NC1COCC1 Methyl 2-[2-chloro-5-nitro-6-(tetrahydrofuran-3-ylamino)pyrimidin-4-yl]oxyacetate